7-bromothieno[3,2-b]pyridine-3-carboxylic acid tert-butyl ester C(C)(C)(C)OC(=O)C1=CSC=2C1=NC=CC2Br